[1-[4-[methyl(tetra-hydropyran-4-yl)amino]-5-oxido-6,7-dihydro-thieno[3,2-d]pyrimidin-5-ium-2-yl]azetidin-3-yl] 2-methylpyrimidine-5-carboxylate CC1=NC=C(C=N1)C(=O)OC1CN(C1)C=1N=C(C2=C(N1)CC[S+]2[O-])N(C2CCOCC2)C